1,3-bis(4,5-dihydro-2-oxazolyl)benzene O1C(=NCC1)C1=CC(=CC=C1)C=1OCCN1